(2-amino-1-(3-hydroxy-2,6-dimethylphenyl)-1H-pyrrolo[2,3-b]pyridin-3-yl)(4-methyl-1H-imidazol-2-yl)methanone NC1=C(C=2C(=NC=CC2)N1C1=C(C(=CC=C1C)O)C)C(=O)C=1NC=C(N1)C